3-chloro-N1-(2,5-dichloropyrimidin-4-yl)benzene-1,4-diamine ClC=1C=C(C=CC1N)NC1=NC(=NC=C1Cl)Cl